1-(2'-hydroxypropyl)benzotriazole Titanium(IV) Chloride [Ti](Cl)(Cl)(Cl)Cl.OC(CN1N=NC2=C1C=CC=C2)C